2-fluorobutyramide FC(C(=O)N)CC